2-Amino-1-(3-bromobenzyl)-4,5-diphenyl-1H-pyrrole-3-carbonitrile NC=1N(C(=C(C1C#N)C1=CC=CC=C1)C1=CC=CC=C1)CC1=CC(=CC=C1)Br